FC1=CN=CC2=C1C(=NC=1N2C(=NN1)C)N1CCCC2=C(C=CC=C12)C#CC1(CC1)C 6-fluoro-1-methyl-5-(5-((1-methylcyclopropyl)ethynyl)-3,4-dihydroquinolin-1(2H)-yl)pyrido[4,3-e][1,2,4]triazolo[4,3-a]pyrimidine